7-bromoquinazoline-2,4-diamine BrC1=CC=C2C(=NC(=NC2=C1)N)N